(E)-3-(2-fluoro-4-hydroxyphenyl)-1-(4-(methylthio)phenyl)prop-2-en-1-one FC1=C(C=CC(=C1)O)/C=C/C(=O)C1=CC=C(C=C1)SC